2-cyclopropyl-4-methoxy-3-(4,4,5,5-tetramethyl-1,3,2-dioxaborolan-2-yl)pyridine C1(CC1)C1=NC=CC(=C1B1OC(C(O1)(C)C)(C)C)OC